NC=1C=C(C(=O)N)C=CC1N (l)-3,4-diaminobenzamide